ClC1=CC=C(C=C1)NC(C(C)C)=O N-(4-chlorophenyl)-2-methylpropanamid